(S)- and (R)-2-((4-cyanophenethyl)amino)-N-(4-(5-methyl-1H-imidazol-2-yl)phenyl)-2-phenylacetamide C(#N)C1=CC=C(CCN[C@H](C(=O)NC2=CC=C(C=C2)C=2NC(=CN2)C)C2=CC=CC=C2)C=C1 |r|